ClC1=CC(=C2C(=N1)C1(OCC2(F)F)COCC1)OC1COC1 2'-Chloro-5',5'-difluoro-4'-(oxetan-3-yloxy)-4,5,5',6'-tetrahydro-2H-spiro[furan-3,8'-pyrano[3,4-b]pyridine]